(1s,4s)-4-(8-(2-chloro-4,6-difluorophenylamino)-2-(4-hydroxytetrahydrofuran-3-ylamino)-9H-purin-9-yl)cyclohexanecarboxamide ClC1=C(C(=CC(=C1)F)F)NC=1N(C2=NC(=NC=C2N1)NC1COC[C@H]1O)C1CCC(CC1)C(=O)N